4-(2-hydroxypropan-2-yl)-6-methylpyrimidine OC(C)(C)C1=NC=NC(=C1)C